C(C1=CC=CC=C1)OC(=O)NC1CCC(CC1)NCCNC(OC(C)(C)C)=O tert-butyl (2-(((1r,4r)-4-(((benzyloxy)carbonyl)amino)cyclohexyl)amino)ethyl)carbamate